FC(CCN(CCC(C(=O)O)NC1=NC(=NC=C1)C(F)(F)F)CCCCC1=NC=2NCCCC2C=C1)F 4-((3,3-difluoropropyl)(4-(5,6,7,8-tetrahydro-1,8-naphthyridin-2-yl)butyl)amino)-2-((2-(trifluoromethyl)pyrimidin-4-yl)amino)butanoic acid